10-(4-(4,6-diphenyl-1,3,5-triazin-2-yl)phenyl)-10H-spiro[acridine-9,9'-fluorene] C1(=CC=CC=C1)C1=NC(=NC(=N1)C1=CC=CC=C1)C1=CC=C(C=C1)N1C=2C=CC=CC2C2(C3=CC=CC=C3C=3C=CC=CC23)C2=CC=CC=C12